2-((3-chloro-4-fluorophenyl)(1-methylcyclobutoxy)methyl)-5-methyl-4-(methylsulfonyl)-1-((2-(trimethylsilyl)ethoxy)methyl)-1H-imidazole ClC=1C=C(C=CC1F)C(C=1N(C(=C(N1)S(=O)(=O)C)C)COCC[Si](C)(C)C)OC1(CCC1)C